amino-N-[(dimethylamino)methylidene]-5'-(trifluoromethyl)-2,3'-bipyridine-3-sulfonamide NC1=C(C(=NC=C1)C=1C=NC=C(C1)C(F)(F)F)S(=O)(=O)N=CN(C)C